glycine octacosylamide C(CCCCCCCCCCCCCCCCCCCCCCCCCCC)NC(CN)=O